N-(4-cyanobenzyl)-8-((1-(isopropylsulfonyl)cyclopropyl)methoxy)-1-methyl-2-oxo-1,2-dihydro-1,5-naphthyridine-3-carboxamide C(#N)C1=CC=C(CNC(=O)C=2C(N(C3=C(C=CN=C3C2)OCC2(CC2)S(=O)(=O)C(C)C)C)=O)C=C1